N-ethyl-N-(p-tolyl)glycine C(C)N(CC(=O)O)C1=CC=C(C=C1)C